2,3a-dimethyl-2H,3aH,4H,6H,7H-pyrazolo[4,3-c][1,2]oxazine-3,6-dione CN1N=C2C(NOC(C2)=O)(C1=O)C